2-(6-(1-((1S,2S,3S,5S,6S)-2,6-difluoro-1,5-dimethyl-8-azabicyclo[3.2.1]octan-3-yl)vinyl)-1,2,4-triazin-3-yl)-5-(1H-imidazol-1-yl)phenol F[C@@H]1[C@@]2(C[C@@H]([C@](C[C@H]1C(=C)C1=CN=C(N=N1)C1=C(C=C(C=C1)N1C=NC=C1)O)(N2)C)F)C